tri-oxetane O1OOC1